aluminum monochromate [Cr](=O)(=O)([O-])[O-].[Al+2]